C(=O)[C@]1(CN(CC1)C(=O)OC(C)(C)C)OC tert-butyl (3S)-3-formyl-3-methoxy-pyrrolidine-1-carboxylate